OC1=C(C=CC=C1)C1=CC(=CN=N1)N1CCC(CC1)(C(=O)N(C1CCNCC1)C)C1=NN2C(C=CC=C2)=C1 1-[6-(2-hydroxyphenyl)pyridazin-4-yl]-N-methyl-N-(piperidin-4-yl)-4-{pyrazolo[1,5-a]pyridin-2-yl}piperidine-4-carboxamide